OC1=CC=C(C=C1)C(C)C1=CC=C(C=C1)O 1,1-Bis-(4-hydroxyphenyl)-ethan